C(C1=CC=CC=C1)OC=1C(=NN(C1)CCCO)C 3-(4-(benzyloxy)-3-methyl-1H-pyrazol-1-yl)propan-1-ol